4-{6,6-dimethyl-4-oxo-3H,4H,6H,7H-pyrano[3,4-d]imidazol-3-yl}benzonitrile CC1(CC2=C(N(C=N2)C2=CC=C(C#N)C=C2)C(O1)=O)C